ClC1=NC=CC(=N1)O[C@H]1COCC1 (R)-2-chloro-4-((tetrahydrofuran-3-yl)oxy)pyrimidine